C(=O)OC1=C(C=CC(=C1)C(F)(F)F)C=1N=NC(=C2C1C=NC=C2)CC2CN(CCC2)C 2-{1-[(1-methylpiperidin-3-yl)methyl]pyrido[3,4-d]pyridazin-4-yl}-5-(trifluoromethyl)phenol formate